(R)-(8-(2,5-dimethylpyridin-4-yl)chroman-4-yl)methanamine dihydrochloride Cl.Cl.CC1=NC=C(C(=C1)C=1C=CC=C2[C@@H](CCOC12)CN)C